N1C(C2(C3=CC=CC=C13)CCC2)=O spiro[cyclobutane-1,3'-indoline]-2'-one